FC1=CC=C(C(=O)N[C@H](C)C=2C=C3CCCN(C3=CC2)C(=O)C2(CC2)F)C=C1 4-Fluoro-N-{(1R)-1-[1-(1-fluorocyclopropan-1-carbonyl)-1,2,3,4-tetrahydrochinolin-6-yl]ethyl}benzamid